2-(2-(Ethoxymethoxy)-6-methyl-4-nitrophenyl)-4,4,5,5-tetramethyl-1,3,2-dioxaborolane C(C)OCOC1=C(C(=CC(=C1)[N+](=O)[O-])C)B1OC(C(O1)(C)C)(C)C